COC=1C=C2C(NN=C(C2=CC1OC)CC1=CC=C(C=C1)N(C(OC(C)(C)C)=O)S(NC)(=O)=O)=O t-butyl N-(4-((6,7-dimethoxy-4-oxo-3,4-dihydro-phthalazin-1-yl) methyl) phenyl)-N-methylsulfamoylcarbamate